FC(C(C)O)(OC(C(F)(F)F)C1=CC=C(C2=C1N=C(O2)N2CC1N(C(C2)C1)C(=O)OC(C)(C)C)C=1SC=CN1)F tert-Butyl 3-(4-(1-(1,1-difluoro-2-hydroxypropoxy)-2,2,2-trifluoroethyl)-7-(thiazol-2-yl)benzo[d]oxazol-2-yl)-3,6-diazabicyclo[3.1.1]heptane-6-carboxylate